6-hydroxy-2H-pyran OC1=CC=CCO1